C(C)(C)NC(O[C@H]1C[C@H](CC1)C=1NN=C(C1)NC(COC1=C(C(=CC=C1)C=1SC=CN1)C1OCCO1)=O)=O (1R,3S)-3-(5-{2-[2-(1,3-dioxolan-2-yl)-3-(1,3-thiazol-2-yl)phenoxy] acetamido}-2H-pyrazol-3-yl)cyclopentyl N-isopropylcarbamate